(2R,3R,4R,5R,6R)-3,4,5-tris(benzyloxy)-2-((benzyloxy)methyl)-6-(1-(4-bromo-2-methylphenyl)ethyl)tetrahydro-2H-pyran C(C1=CC=CC=C1)O[C@@H]1[C@H](O[C@@H]([C@H]([C@H]1OCC1=CC=CC=C1)OCC1=CC=CC=C1)C(C)C1=C(C=C(C=C1)Br)C)COCC1=CC=CC=C1